ClC=1C=C(C=CC1F)C=1N=CN(C1C=1C=CC=2N(N1)C(=CN2)C(=O)N)CC(C)(F)F 6-(4-(3-chloro-4-fluorophenyl)-1-(2,2-difluoropropyl)-1H-imidazol-5-yl)imidazo[1,2-b]pyridazine-3-carboxamide